methyl 2-methyl-7-(2,2,2-trifluoroethoxy)imidazo[1,2-a]pyridine-6-carboxylate CC=1N=C2N(C=C(C(=C2)OCC(F)(F)F)C(=O)OC)C1